C(C)OC1=CC=C(C=C1)C=1C=CC=C2C=NC(=NC12)NC1=CC(=CC=C1)N1CCN(CC1)C 8-(4-ethoxyphenyl)-N-(3-(4-methylpiperazin-1-yl)phenyl)quinazolin-2-amine